8-chloro-5-[[2-[2-[(6-fluoro-[1,2,4]triazolo[4,3-a]pyridin-7-yl)amino]ethyl]-2-azaspiro[3.3]heptan-6-yl]oxy]-2-methyl-isoquinolin-1-one, formate salt C(=O)O.ClC=1C=CC(=C2C=CN(C(C12)=O)C)OC1CC2(CN(C2)CCNC2=CC=3N(C=C2F)C=NN3)C1